C1N(CC12CCC2)CC=2C=CC=1N(C2)C=C(N1)CN1C(C2=CN=CC(=C2C=C1)Br)=O 2-{[6-({2-azaspiro[3.3]heptan-2-yl}methyl)imidazo[1,2-a]pyridin-2-yl]methyl}-5-bromo-1,2-dihydro-2,7-naphthyridin-1-one